C(N)(=S)C=1N(C2=CC=CC(=C2C1)N[C@@H]1[C@@H](CN(CC1)C(=O)OC(C)(C)C)F)CC(F)(F)F |r| (+/-)-tert-butyl (3R,4S)-4-[[2-carbamothioyl-1-(2,2,2-trifluoroethyl)indol-4-yl]amino]-3-fluoro-piperidine-1-carboxylate